4-(pentyloxy)cyclohexanone C(CCCC)OC1CCC(CC1)=O